2-[2-Fluoro-4-(tetrahydro-furan-3-yloxy)-phenyl]-isothiazolidine 1,1-dioxide; compound with propane-2-sulfonic acid amide CC(C)S(=O)(=O)N.FC1=C(C=CC(=C1)OC1COCC1)N1S(CCC1)(=O)=O